2-((1-methyl-4-oxo-2-(trifluoromethyl)-1,4-dihydroquinolin-6-yl)amino)-1-((2-(trimethylsilyl)ethoxy)methyl)-1H-imidazole-5-carboxamide CN1C(=CC(C2=CC(=CC=C12)NC=1N(C(=CN1)C(=O)N)COCC[Si](C)(C)C)=O)C(F)(F)F